BrC=1C=C2C=NN(C2=CC1O)C 5-Bromo-1-methyl-1H-indazol-6-ol